(S)-2-((4-((2-hydroxy-1-phenylethyl)amino)-5-(3-(2-hydroxypropan-2-yl)-1,2,4-oxadiazol-5-yl)pyridin-2-yl)amino)-6,7,7-trimethyl-6,7-dihydro-5H-pyrrolo[3,4-b]pyridin-5-one OC[C@H](C1=CC=CC=C1)NC1=CC(=NC=C1C1=NC(=NO1)C(C)(C)O)NC1=CC=C2C(=N1)C(N(C2=O)C)(C)C